8-amino-9-(6-chloro-3-methoxy-2-methylphenyl)-5-methyl-9H-pyrrolo[2,3-c][1,2,4]triazolo[1,5-a]pyridine-7-carboxamide NC1=C(C2=C(C=3N(C(=C2)C)N=CN3)N1C1=C(C(=CC=C1Cl)OC)C)C(=O)N